FC1=C(C=C(C=C1)F)C1=NN([C@@](S1)(C1=CC=CC=C1)CCCNC(OC(C)(C)C)=O)C(N(C)OC)=O tert-butyl (S)-(3-(5-(2,5-difluorophenyl)-3-(methoxy(methyl) carbamoyl)-2-phenyl-2,3-dihydro-1,3,4-thiadiazol-2-yl)propyl)carbamate